(R)-2-amino-3-(7-methyl-1H-indol-3-yl)propanoic acid N[C@@H](C(=O)O)CC1=CNC2=C(C=CC=C12)C